C1(CC1)C(C(F)(F)F)(OC)C=1C=CC(=NC1)N1N=CC(=C1)C1=NC=2C(=NC=CC2)N1 (1-(5-(1-cyclopropyl-2,2,2-trifluoro-1-methoxyethyl)pyridin-2-yl)-1H-pyrazol-4-yl)-3H-imidazo[4,5-b]pyridine